CC1=C(C=C(N)C=C1)C1=NC=CC=C1 4-methyl-3-(2-pyridinyl)aniline